O=C1N(CCC(N1)=O)C1=CN=CC2=C(C=CC=C12)N1CC2N(C(C1)C2)C(=O)OC(C)(C)C tert-butyl 3-[4-(2,4-dioxohexahydropyrimidin-1-yl)-8-isoquinolyl]-3,6-diazabicyclo[3.1.1]heptane-6-carboxylate